2-chloro-4-(4-(1-isopropyl-4-(trifluoromethyl)-1H-imidazol-2-yl)benzyl)-7,8-dihydropyrido[4,3-d]pyrimidin-5(6H)-one ClC=1N=C(C2=C(N1)CCNC2=O)CC2=CC=C(C=C2)C=2N(C=C(N2)C(F)(F)F)C(C)C